COC1=C2C=CC(OC2=CC=C1C(=O)NC1=CC=C2C(=NC(C2=C1)CCCC1CCN(CC1)C)C)(C)C 5-methoxy-2,2-dimethyl-N-(3-methyl-1-(3-(1-methylpiperidin-4-yl)propyl)-1H-isoindol-6-yl)-2H-chromen-6-carboxamide